N,N-bis(2-hydroxyethyl)-4-tert-butylaniline OCCN(C1=CC=C(C=C1)C(C)(C)C)CCO